2-(1,3-benzoxazol-7-yl)-5-isopropyl-7-methyl-N-[(1-methyl-1,2,4-triazol-3-yl)methyl]imidazo[1,5-b]pyridazin-4-amine O1C=NC2=C1C(=CC=C2)C=2C=C(C=1N(N2)C(=NC1C(C)C)C)NCC1=NN(C=N1)C